OCCCC(=O)O gamma-hydroxyl-butyric acid